6-(4-Cyclopropyl-6-methoxypyrimidin-5-yl)-2-methyl-1,2-dihydro-3H-pyrazolo[3,4-d]pyrimidin-3-one C1(CC1)C1=NC=NC(=C1C1=NC=C2C(=N1)NN(C2=O)C)OC